2-(6-(cyclopentylamino)-4-((1r,3r)-3-methyl-1-(4-methyl-4H-1,2,4-triazol-3-yl)cyclobutyl)pyridin-2-yl)-6-(((1-methylcyclobutyl)amino)methyl)-4-(trifluoromethyl)isoindolin-1-one C1(CCCC1)NC1=CC(=CC(=N1)N1C(C2=CC(=CC(=C2C1)C(F)(F)F)CNC1(CCC1)C)=O)C1(CC(C1)C)C1=NN=CN1C